C(C(=C)C)(=O)OCCC[Si](C)(C)OC γ-methacryloyloxy-propyl-methoxydimethyl-silane